1-((3s,5r)-1-propenoyl-5-((tert-butyldimethylsilyl)oxy)piperidin-3-yl)-4-amino-3-(4-phenoxyphenyl)-1,3-dihydro-2H-imidazo[4,5-c]pyridin-2-one C(C=C)(=O)N1C[C@H](C[C@H](C1)O[Si](C)(C)C(C)(C)C)N1C(N(C=2C(=NC=CC21)N)C2=CC=C(C=C2)OC2=CC=CC=C2)=O